2-(3-bromopyrazol-1-yl)-6-(1-methylpyrazol-3-yl)-4-morpholino-furo[3,2-d]pyrimidine BrC1=NN(C=C1)C=1N=C(C2=C(N1)C=C(O2)C2=NN(C=C2)C)N2CCOCC2